C1(=CC(=CC=C1)P(OC=1C=C(C=CC1)C)(OC=1C=C(C=CC1)C)=O)C di(3-toluyl) (3-toluyl)phosphonate